CC=1C=C2C(N=C(NC2=CC1)C(F)(F)F)=O 6-Methyl-2-(trifluoromethyl)quinazolin-4(1H)-one